C(#N)CC(=O)NC1=CC(=C(C=C1)C1=C2C(=NC=C1)NC=C2)C 4-(4-(2-cyanoacetamido)-2-methylphenyl)-1H-pyrrolo[2,3-b]pyridin